[N+](=O)([O-])C1=CC=C(O1)CN1CCN(CC1)C(=O)NC1=CC=CC=C1 4-[(5-nitrofuran-2-yl)methyl]-N-phenylpiperazine-1-carboxamide